threopentulose OCC(=O)[C@@H](O)[C@H](O)CO